SCCC(=O)NCCOCCOCCOCCOCCOCC=C 3-mercapto-N-(3,6,9,12,15-pentaoxaoctadec-17-enyl)propanamide